ClC=1C=C(C=C(C1)NS(=O)(=O)C)NC(=O)C=1SC(=C(C1)C1=NC=CC=C1O)C N-(3-chloro-5-(methylsulfonamido)phenyl)-4-(3-hydroxypyridin-2-yl)-5-methylthiophene-2-carboxamide